C(#N)/N=C(\NC)/N[C@@H]1CO[C@H]2OCC[C@H]21 (E)-2-cyano-1-methyl-3-((3S,3aS,6aR)-hexahydrofuro[2,3-b]furan-3-yl)guanidine